elaidyl octatriacontanoate C(CCCCCCCCCCCCCCCCCCCCCCCCCCCCCCCCCCCCC)(=O)OCCCCCCCC\C=C\CCCCCCCC